4-(((7-(8-ethyl-7-fluoro-3-hydroxynaphthalen-1-yl)-8-fluoro-2-(((2R,7aS)-2-fluorohexahydro-1H-pyrrolizin-7a-yl)methoxy)pyrido[4,3-d]pyrimidin-4-yl)amino)methyl)imidazolidin-2-one C(C)C=1C(=CC=C2C=C(C=C(C12)C1=C(C=2N=C(N=C(C2C=N1)NCC1NC(NC1)=O)OC[C@]12CCCN2C[C@@H](C1)F)F)O)F